2-methyl-N-(2-methylphenyl)aniline CC1=C(NC2=C(C=CC=C2)C)C=CC=C1